4-{[(2R,7aS)-2-fluoro-hexahydropyrrolizin-7a-yl]methoxy}-6-[(6R)-6-[(tert-butyldiphenylsilyl)oxy]-1,4-oxazepan-4-yl]-1,3,5-triazine-2-carbonitrile F[C@@H]1C[C@@]2(CCCN2C1)COC1=NC(=NC(=N1)N1CCOC[C@@H](C1)O[Si](C1=CC=CC=C1)(C1=CC=CC=C1)C(C)(C)C)C#N